FC1=C(C(=CC=C1)C)N1N=C2C(=CC1=O)NN=C2C2=CC=C(C=C2)OCC2NCCNC2 5-(2-fluoro-6-methylphenyl)-3-(4-(piperazin-2-ylmethoxy)phenyl)-1H-pyrazolo[4,3-c]pyridazin-6(5H)-one